FC(C(=O)O)(F)F.C(CCCO)O butylene glycol trifluoroacetate